C1(CC1)C([C@H](NC(=O)C1=CC=NN1CC)C=1N=C2N(N=C(C=C2)CC2(C(NCC(C2)C(F)F)=O)C(=O)O)C1)C1CC1 3-((2-((S)-2,2-dicyclopropyl-1-(1-ethyl-1H-pyrazole-5-carboxamido)ethyl)imidazo[1,2-b]pyridazin-6-yl)methyl)-5-(difluoromethyl)-2-oxopiperidine-3-carboxylic acid